3-(6-(4-(((1-(2-(6,6-dimethyl-4,5,6,7-tetrahydro-1H-indazol-3-yl)-1H-indole-6-carbonyl)piperidin-4-yl)methyl)(methyl)amino)piperidin-1-yl)pyridin-3-yl)piperidine-2,6-dione CC1(CCC=2C(=NNC2C1)C=1NC2=CC(=CC=C2C1)C(=O)N1CCC(CC1)CN(C1CCN(CC1)C1=CC=C(C=N1)C1C(NC(CC1)=O)=O)C)C